(2-chlorophenyl)(2-methylpyrimidin-5-yl)methanol ClC1=C(C=CC=C1)C(O)C=1C=NC(=NC1)C